C(C)OC1=NC=CC=C1C=1C=C(C2=C(N1)N(N=C2C(C)C)C)N 6-(2-ethoxy-3-pyridinyl)-3-isopropyl-1-methyl-pyrazolo[3,4-b]pyridin-4-amine